ClC1=NC=NC(=N1)Cl 2,4-Dichloro-1,3,5-triazine